[N+](=O)([O-])C1=C(C=C2COC(C2=C1)=O)N1[C@@H](CN(CC1)C(=O)OC(C)(C)C)COS(=O)(=O)C1=CC=C(C)C=C1 tert-butyl (S)-4-(6-nitro-1-oxo-1,3-dihydroisobenzofuran-5-yl)-3-((tosyloxy)methyl)piperazine-1-carboxylate